5-bromo-2,6-diphenyl-4-pyrimidinamine BrC=1C(=NC(=NC1C1=CC=CC=C1)C1=CC=CC=C1)N